ClC=1C=CC2=C(C(=NCC=3N2N=CC3C(=O)NCCNC(=O)N)C3=C(C=CC=C3)F)C1 8-chloro-6-(2-fluorophenyl)-N-(2-ureidoethyl)-4H-pyrazolo[1,5-a][1,4]benzodiazepine-3-carboxamide